3,3-dimethyl-1-(4-sulfonatobutyl)-3H-indole CC1(CN(C2=CC=CC=C12)CCCCS(=O)(=O)[O-])C